CN1C(=NC2=C(C=C(C=C2C1=O)C)[C@@H](C)NC1=C(C=CC=C1)N1C=NN=C1)N1CCOCC1 3,6-dimethyl-2-morpholino-8-[(1R)-1-[2-(1,2,4-triazol-4-yl)anilino]ethyl]quinazolin-4-one